O=C1N(N=CC=2N1C=CC2)CC(=O)N 2-(4-oxopyrrolo[1,2-d][1,2,4]triazin-3(4H)yl)acetamide